cyclopentyl-N3-(oxetan-3-yl)-6-(3-pyridyl)pyridine-2,3-diamine C1(CCCC1)C1=C(C(=NC(=C1)C=1C=NC=CC1)N)NC1COC1